1-Buten C=CCC